CC1(OC[C@H](O1)CN1C(=CC2=CC(=C(C=C12)F)[N+](=O)[O-])C(C(=O)OCC1=CC=CC=C1)(C)C)C (R)-Benzyl 2-(1-((2,2-dimethyl-1,3-dioxolan-4-yl)methyl)-6-fluoro-5-nitro-1H-indol-2-yl)-2-methylpropanoate